C(C)OC(=O)C=1C=2C[C@H]3[C@@H](C2N(N1)C1=NC=CC(=C1)Br)C3 (1aS,5aS)-2-(4-Bromo-pyridin-2-yl)-1a,2,5,5a-tetrahydro-1H-2,3-diaza-cyclopropa[a]pentalene-4-carboxylic Acid Ethyl Ester